8-(1-hydroxyethyl)-3,6-dimethyl-chromen-4-one OC(C)C=1C=C(C=C2C(C(=COC12)C)=O)C